(1S,2R)-2-(((2-(4'-fluoro-2'-(4-methyl-4H-1,2,4-triazol-3-yl)-[1,1'-biphenyl]-3-yl)-7-methylbenzo[d]oxazol-5-yl)methyl)(methyl)amino)cyclopentan-1-ol FC1=CC(=C(C=C1)C1=CC(=CC=C1)C=1OC2=C(N1)C=C(C=C2C)CN([C@H]2[C@H](CCC2)O)C)C2=NN=CN2C